C(C)(C)NC(C)C N-isopropylpropan-2-amine